CC(=CCC(C(=O)OC)C(=O)OC)C Dimethyl 2-(3-methylbut-2-en-1-yl)malonate